N-(2-(dimethoxymethyl)-4-fluorobenzyl)-N-(2-oxo-2-((2'-oxo-1,1',2',3-tetrahydrospiro[indene-2,3'-pyrrolo[2,3-b]pyridin]-5-yl)amino)ethyl)pivalamide COC(C1=C(CN(C(C(C)(C)C)=O)CC(NC=2C=C3CC4(C(NC5=NC=CC=C54)=O)CC3=CC2)=O)C=CC(=C1)F)OC